O=C1N(C=CC(N1)=O)[C@H]1[C@@H]([C@@H]([C@H](O1)C1C(C1)P(OCC)(OCC)=S)O)OC O,O-diethyl (2-((2R,3R,4R,5R)-5-(2,4-dioxo-3,4-dihydropyrimidin-1(2H)-yl)-3-hydroxy-4-methoxytetrahydrofuran-2-yl)cyclopropyl)phosphonothioate